C(C)(C)(C)P(C1=C(C=CC=C1)C1=C(C=CC=C1)C)C(C)(C)C 2-(di-tert-butylphosphino)-2'-methyl-1,1'-biphenyl